2,3-dichloro-6-methoxy-1,4-naphthoquinone ClC=1C(C2=CC=C(C=C2C(C1Cl)=O)OC)=O